OC1=C(C=CC(=C1)C(F)(F)F)C1=NN=C(C2=CC=CC=C12)CC1CN(CCC1)C(=O)OC(C)(C)C tert-butyl 3-((4-(2-hydroxy-4-(trifluoromethyl)phenyl)phthalazin-1-yl)methyl)piperidine-1-carboxylate